N1=CN=C2NC=NC2=C1N[C@@H](C)C=1OC2=CC=C(C=C2C(C1C1=CC=CC=C1)=O)F (S)-2-(1-(9H-purin-6-ylamino)ethyl)-6-fluoro-3-phenyl-4H-chromen-4-one